((2R,4R)-pentane-2,4-diyl)bis(di(naphthalen-2-yl)phosphine) C[C@H](C[C@@H](C)P(C1=CC2=CC=CC=C2C=C1)C1=CC2=CC=CC=C2C=C1)P(C1=CC2=CC=CC=C2C=C1)C1=CC2=CC=CC=C2C=C1